C1=C(NC(=O)C(=C1[O-])/C=C/C(=O)C(=O)O)C(=O)O The molecule is an oxo carboxylic acid anion that is the conjugate base of 5-(3-carboxy-3-oxoprop-1-en-1-yl)-4-hydroxy-6-oxo-1,6-dihydropyridine-2-carboxylic acid. It is a conjugate base of a 5-(3'-carboxy-3'-oxopropenyl)-4,6-dihydroxypicolinic acid.